NCC1=C(C=NC=C1)OC[C@H]1N(CCCC1)C(=O)OC(C)(C)C tert-butyl (2S)-2-([[4-(aminomethyl)pyridin-3-yl]oxy]methyl)piperidine-1-carboxylate